(6S)-6-[2-Chloro-3-(3-chloro-anilino)phenyl]-2-imino-6-methyl-3-(tetrahydropyran-4-yl)hexahydropyrimidin-4-one ClC1=C(C=CC=C1NC1=CC(=CC=C1)Cl)[C@@]1(CC(N(C(N1)=N)C1CCOCC1)=O)C